7-methoxy-6-(2-methoxyethoxy)-2-methylquinazoline-4-amine COC1=C(C=C2C(=NC(=NC2=C1)C)N)OCCOC